FC(OC1CC(C1)C(=O)N1CC=2N=C(SC2C1)NC(C1=CN=C(C=C1C1=C(C=CC=C1)OC)C)=O)F N-(5-(3-(difluoromethoxy)cyclobutane-1-carbonyl)-5,6-dihydro-4H-pyrrolo[3,4-d]thiazol-2-yl)-4-(2-methoxyphenyl)-6-methylnicotinamide